3-acetyl-4-phenyl-1,2-dihydropyridin-2-one C(C)(=O)C=1C(NC=CC1C1=CC=CC=C1)=O